C(CCC)OC1=CC=C(C=C1)C1(CC1)C(=N)NO 1-(4-butoxyphenyl)-N-hydroxycyclopropane-1-carboxamidine